ClC1=C(C(=CC(=C1)F)C)C1=CC(=C(C(=C1)C)F)[C@H](CC(=O)O)NC(C(CC(C)C)N1C(C=C(C(=C1)CCN(C)C)C(F)(F)F)=O)=O (3S)-3-(2'-chloro-4,4'-difluoro-5,6'-dimethyl-[1,1'-biphenyl]-3-yl)-3-(2-(5-(2-(dimethylamino)ethyl)-2-oxo-4-(trifluoromethyl)pyridin-1(2H)-yl)-4-methylpentanamido)propanoic acid